COCCC(CCO)O 5-methoxy-1,3-pentanediol